COC=1C=C(C=CC1OC)[C@@H](C)NC(C1=C(C=CC(=C1)N1[C@@H]2CN(C[C@H]1CC2)C)C)=O N-[(1R)-1-(3,4-Dimethoxyphenyl)ethyl]-2-methyl-5-[(1S,5R)-3-methyl-3,8-diazabicyclo[3.2.1]octan-8-yl]benzamide